2-methoxyisobutylisonitrile COC(C[N+]#[C-])(C)C